BrC=1C=CC2=C(S(C3=C2C=CC(=C3)C3=CC=CC=2OC4=C(C23)C=CC=C4)(=O)=O)C1 3-Bromo-7-dibenzofuran-1-yl-dibenzothiophen-5,5-dioxid